C(C)C=1C=C(C=CC1)C=C(C=CC(=O)N(C)C)C 5-(3-ethylphenyl)-N,N,4-trimethylpentane-2,4-dienamide